2-(4-(4-((tert-butoxycarbonyl)(6-nitropyridin-2-yl)amino)butyl)piperidin-1-yl)-4-iodobenzoic acid C(C)(C)(C)OC(=O)N(CCCCC1CCN(CC1)C1=C(C(=O)O)C=CC(=C1)I)C1=NC(=CC=C1)[N+](=O)[O-]